C(#N)C1=C(OC=2C=C3C(N(C=NC3=CC2)C2[C@@H]3CN(C[C@H]23)C2=CC=C(C(=O)OC(C)(C)C)C=C2)=O)C(=CC=C1F)F tert-butyl 4-[(1R,5S)-6-[6-(2-cyano-3,6-difluoro-phenoxy)-4-oxo-quinazolin-3-yl]-3-azabicyclo[3.1.0]hexan-3-yl]benzoate